bromo-5-methoxy-7-methylindoline-2,3-dione BrN1C(C(C2=CC(=CC(=C12)C)OC)=O)=O